7-[5-Chloro-4-methoxy-2-(1-{[2-(trimethylsilyl)ethoxy]methyl}-1H-imidazol-4-yl)phenyl]-N-[(2,4-dimethoxyphenyl)methyl]cinnolin-4-amine ClC=1C(=CC(=C(C1)C1=CC=C2C(=CN=NC2=C1)NCC1=C(C=C(C=C1)OC)OC)C=1N=CN(C1)COCC[Si](C)(C)C)OC